ClC1=C(C=C2C(=NC=NC2=C1)C1CCN(CC1)C(=O)OC(C)(C)C)C1=C(C=CC=C1)Cl tert-Butyl 4-(7-chloro-6-(2-chlorophenyl)quinazolin-4-yl)piperidine-1-carboxylate